1-(7-cyclopentylpyrazolo[1,5-a]pyrimidin-6-yl)-3-[6-[5-[6-[4-[2-(2,6-dioxo-3-piperidyl)-1-oxo-isoindolin-5-yl]piperazin-1-yl]-6-oxo-hexyl]-1,3,4-thiadiazol-2-yl]-3-pyridyl]urea C1(CCCC1)C1=C(C=NC=2N1N=CC2)NC(=O)NC=2C=NC(=CC2)C=2SC(=NN2)CCCCCC(=O)N2CCN(CC2)C=2C=C1CN(C(C1=CC2)=O)C2C(NC(CC2)=O)=O